CC1=CN(C2=NC(=C(C=C21)S(=O)(=O)C)NC2=C(N=NC=C2)C(=O)NC([2H])([2H])[2H])COCC[Si](C)(C)C 4-((3-methyl-5-(methylsulfonyl)-1-((2-(trimethylsilyl)ethoxy)methyl)-1H-pyrrolo[2,3-b]pyridin-6-yl)amino)-N-(methyl-d3)pyridazine-3-carboxamide